diethylsiloxane C(C)[Si](O*)(CC)*